(S)-4-(6-(3-((2-((S)-3-carboxybutanoyl)-7-chloro-6-methoxybenzo[b]thiophen-5-yl)oxy)propoxy)-4-fluoro-5-hydroxyisoindolin-2-yl)-2-methyl-4-oxobutanoic acid C(=O)(O)[C@H](CC(=O)C1=CC2=C(S1)C(=C(C(=C2)OCCCOC2=C(C(=C1CN(CC1=C2)C(C[C@@H](C(=O)O)C)=O)F)O)OC)Cl)C